[6,7-bis(methoxy) quinolin-4-yl]L-malate COC=1C=C2C(=CC=NC2=CC1OC)OC([C@@H](O)CC(=O)[O-])=O